bismuth-lead-antimony [Sb].[Pb].[Bi]